(S)-3-(4-(6'-chloro-5'-fluoro-2'-oxospiro[cyclopropane-1,3'-indoline]-1'-yl)phenyl)-2-(2-chloro-6-fluorobenzamido)propanoic acid methyl ester COC([C@H](CC1=CC=C(C=C1)N1C(C2(C3=CC(=C(C=C13)Cl)F)CC2)=O)NC(C2=C(C=CC=C2F)Cl)=O)=O